CC1(C2CC3(CC(CC1C3)C2)O)O 4-methyl-adamantane-1,4-diol